(E)-2-methyl-4-(2,2,3-trimethylcyclopent-3-enyl)but-2-en-1-ol C/C(/CO)=C\CC1C(C(=CC1)C)(C)C